11-(2,2-difluoroethoxy)-5,6,6a,7-tetrahydro-4H-dibenzo[de,g]quinolin-2-ol hydrochloride Cl.FC(COC1=CC=CC2=C1C1=C3C(CCNC3C2)=CC(=C1)O)F